3,6,9,12,15,18,21,24,27,30,33,36,39-tridecaazahentetracontanoic acid C(CNCCNCCNCCNCCNCCNCCNCCNCCNCCNCCNCCNCCNCC)(=O)O